2-(2-Chloro-4-(2-oxopyrrolidin-1-yl)phenyl)propionic acid ClC1=C(C=CC(=C1)N1C(CCC1)=O)C(C(=O)O)C